FC1=C2C(C(=C(OC2=CC=C1)C(C)N1N=C(C=2C1=NC=NC2N2CCOCC2)C2=CC(=C(C=C2)OC(C)C)F)C2=CC(=CC=C2)F)=O 5-fluoro-2-(1-(3-(3-fluoro-4-isopropoxyphenyl)-4-morpholino-1H-pyrazolo[3,4-d]pyrimidin-1-yl)ethyl)-3-(3-fluorophenyl)-4H-chromen-4-one